2-(2-(dimethylamino)ethoxy)ethyl 3,6-dichloro-2-methoxybenzoate hydrochloride Cl.ClC=1C(=C(C(=O)OCCOCCN(C)C)C(=CC1)Cl)OC